(E)-4-((tert-butyldiphenylsilyl)oxy)but-2-en (3-chlorophenyl)(6,6-dimethyl-4-oxo-1-phenyl-4,5,6,7-tetrahydro-1H-indol-2-yl)methyl-benzoate ClC=1C=C(C=CC1)C=1C(=C(C(=O)O)C=CC1)CC=1N(C=2CC(CC(C2C1)=O)(C)C)C1=CC=CC=C1.[Si](C1=CC=CC=C1)(C1=CC=CC=C1)(C(C)(C)C)OC/C=C/C